C(C)(C)(C)OC(NC12CC(C1)(C2)C2=NOC(=N2)COC2=CC=C(C=C2)Cl)=O (3-(5-((4-chlorophenoxy)methyl)-1,2,4-oxadiazol-3-yl)bicyclo[1.1.1]pentan-1-yl)carbamic acid tert-butyl ester